C(CCCCC)NCC(C)C 3-Hexylamino-2-methylpropan